1-((1S,3S)-3-(3-oxa-6-azabicyclo[3.1.1]heptan-6-yl)cyclobutyl)-6-(4-(cyclopropylamino)-3-isopropyl-3h-imidazo[4,5-c]pyridin-6-yl)spiro[indoline-3,4'-piperidin]-2-one [C@H]12COCC(N1C1CC(C1)N1C(C3(CCNCC3)C3=CC=C(C=C13)C1=CC3=C(C(=N1)NC1CC1)N(C=N3)C(C)C)=O)C2